C(C)(C)(C)OC(=O)N1C(CNCC1)C=1C=C2C(N(C(C2=CC1)=O)C=1C=NC(=CC1)OC)=O [2-(6-methoxypyridin-3-yl)-1,3-dioxo-2,3-dihydro-1H-isoindol-5-yl]piperazine-1-carboxylic acid tert-butyl ester